5-trifluoromethoxysalicylaldehyde FC(OC1=CC=C(C(C=O)=C1)O)(F)F